ClC1=C(C=CC(=C1)F)N1C(N=C2C(C1=O)=CC=CN2CC=2C=NC(=CC2)Cl)=S 3-(2-chloro-4-fluorophenyl)-8-((6-chloropyridin-3-yl)methyl)-2-thioxo-2,8-dihydropyrido[2,3-d]pyrimidin-4(3H)-one